methyl 3-(2,4-bis(docosyloxy)phenyl)propanoate C(CCCCCCCCCCCCCCCCCCCCC)OC1=C(C=CC(=C1)OCCCCCCCCCCCCCCCCCCCCCC)CCC(=O)OC